C(=O)(O)C1=CC=C(C=C1)C1=C(C(=NC=C1)C1=NC=CC=C1)C1=CC=C(C=C1)C(=O)O bis(4-carboxy-phenyl)-2,2'-bipyridine